C1=C(C=C(C=C1O)OC2=C(C=C(C3=C2OC4=C(C=C(C=C4O3)OC5=C(C=C(C=C5O)O)O)O)O)O)O The molecule is a phlorotannin that is eckol in which the hydroxy group at position 7 is replaced by a 2,4,6-trihydroxyphenoxy group. Isolated from the marine brown alga, Ecklonia cava, it exhibits antioxidant activity. It has a role as a metabolite, an antioxidant and an EC 3.1.1.3 (triacylglycerol lipase) inhibitor. It is a phlorotannin and an aromatic ether. It derives from an eckol and a phloroglucinol.